ClC=1C=C(C=CC1)C(COC(=O)N[C@H](C(=O)N[C@H](C(=O)OC)C[C@H]1C(NCC1)=O)CC(C)C)(C)C methyl (S)-2-((S)-2-(((2-(3-chlorophenyl)-2-methylpropoxy)carbonyl) amino)-4-methylpentanamido)-3-((S)-2-oxopyrrolidin-3-yl)propanoate